C(C)(C)NC(O[C@H]1C[C@H](CC1)C=1NN=C(C1)NC(=O)C1CN(CC1)C1=C(C(=CC=C1)O)C=O)=O (1R,3S)-3-{5-[1-(2-formyl-3-hydroxyphenyl)pyrrolidine-3-amido]-2H-pyrazol-3-yl}cyclopentyl N-isopropylcarbamate